NC1=C2N=CN(C2=NC=N1)[C@H]1[C@@H]([C@@H]([C@H](C1)CNS(=O)(=O)C1=CC2=CC=CC=C2C=C1)O)O N-(((1R,2R,3S,4R)-4-(6-Amino-9H-purin-9-yl)-2,3-dihydroxycyclopentyl)methyl)naphthalene-2-sulfonamide